COC(CCOC(=O)OOC(=O)OCCC(C)(C)OC)(C)C di-(3-methoxy-3-methylbutyl)peroxydicarbonate